(2-Chlorophenyl)-N-[4-(3-cyclopropyl-1H-1,2,4-triazol-1-yl)-3-sulfamoylphenyl]acetamide ClC1=C(C=CC=C1)CC(=O)NC1=CC(=C(C=C1)N1N=C(N=C1)C1CC1)S(N)(=O)=O